4-[5-(2-aminoethyl)pyrimidin-2-yl]-3-[2-methyl-6-(1,3-thiazol-2-yl)pyrimidin-4-yl]oxybenzonitrile NCCC=1C=NC(=NC1)C1=C(C=C(C#N)C=C1)OC1=NC(=NC(=C1)C=1SC=CN1)C